3-(naphthalen-1-yl)phenylboronic acid C1(=CC=CC2=CC=CC=C12)C=1C=C(C=CC1)B(O)O